azetidine-1-carboximidamide N1(CCC1)C(N)=N